(Z)-1,1,1,3-tetrafluoropropene FC(\C=C/F)(F)F